NC1=C(C(=CC=2N(C(=NC21)COC)C)C(F)(F)F)C2=CC=CN1C(=CC(=C21)I)C(=O)C2=CC(=C(C(=C2)F)F)F (8-(4-amino-2-(methoxymethyl)-1-methyl-6-(trifluoromethyl)-1H-benzo[d]imidazol-5-yl)-1-iodoindolizin-3-yl)(3,4,5-trifluorophenyl)methanone